NC1=CC=C(OC2=CC(=NC=C2)N)C=C1 4-(4-aminophenoxy)pyridin-2-amine